N1=CC(=CC=C1)[C@@H](C)NC=1C=CC=2N(N1)C(=NN2)C(F)(F)F (R)-N-(1-(pyridin-3-yl)ethyl)-3-(trifluoromethyl)-[1,2,4]triazolo[4,3-b]pyridazin-6-amine